2-[(3R,4R,5S,6R)-4,5-dihydroxy-6-(hydroxymethyl)-2-(4-methylphenyl)sulfanyloxan-3-yl]isoindole-1,3-dione O[C@@H]1[C@H](C(O[C@@H]([C@H]1O)CO)SC1=CC=C(C=C1)C)N1C(C2=CC=CC=C2C1=O)=O